C(C)(C)(C)C1=CC=2C(=NC(=CN2)C2CCC[C@H]([C@@H](N2)CO)CCC)N1C [(2R,3R)-7-(6-tert-Butyl-5-methyl-pyrrolo[2,3-b]pyrazin-3-yl)-3-propyl-azepan-2-yl]methanol